(2S)-2-{[(2H-indazol-4-yl)methyl]amino}-5,5-dimethylhexanoic acid N=1NC=C2C(=CC=CC12)CN[C@H](C(=O)O)CCC(C)(C)C